4-chloro-2-(1-(2-methoxyethyl)-1H-imidazol-2-yl)thieno[2,3-d]pyrimidine ClC=1C2=C(N=C(N1)C=1N(C=CN1)CCOC)SC=C2